CNC1=NC(=NC=C1C(F)(F)F)NC1=C2C=NN(C2=CC=C1)C N4-methyl-N2-(1-methyl-1H-indazol-4-yl)-5-(trifluoromethyl)pyrimidine-2,4-diamine